tert-butyl (1R,2R)-1-(5-bromo-2-fluoropyridin-3-yl)-2-(3-fluorophenyl)-2-hydroxyethylcarbamate BrC=1C=C(C(=NC1)F)[C@H]([C@H](O)C1=CC(=CC=C1)F)NC(OC(C)(C)C)=O